bromo-6-chloro-5-(3-fluoro-2-pyridinyl)-1,3-dihydro-1,4-benzodiazepine-2-thione BrN1C(CN=C(C2=C1C=CC=C2Cl)C2=NC=CC=C2F)=S